C(C1=CC=CC=C1)OC1=C(C=CC=C1F)C1CCC(CC1)=O 4-(2-(benzyloxy)-3-fluorophenyl)cyclohexan-1-one